1-[4-chloro-3-(trifluoromethyl)phenyl]ethanone ClC1=C(C=C(C=C1)C(C)=O)C(F)(F)F